Ethyl (4R)-4-(tert-butoxycarbonylamino)-5-(4-hydroxy-3-nitrophenyl)-2-methylpentanoate C(C)(C)(C)OC(=O)N[C@H](CC(C(=O)OCC)C)CC1=CC(=C(C=C1)O)[N+](=O)[O-]